O1C(=NC2=C1C=CC=C2)NC2=NC1=C(N2C)C=CC(=C1)C(=O)NCCOCCO 2-(benzo[d]oxazol-2-ylamino)-N-(2-(2-hydroxyethoxy)ethyl)-1-methyl-1H-benzo[d]-imidazole-5-carboxamide